OCCN(CCCN)C N-(2-hydroxyethyl)-N-methyl-1,3-propanediamine